2-(4-{[(3R)-1-ethylpiperidin-3-yl]amino}pyrido[3,4-d]pyridazin-1-yl)-5-(trifluoromethyl)phenol formate salt C(=O)O.C(C)N1C[C@@H](CCC1)NC=1N=NC(=C2C1C=NC=C2)C2=C(C=C(C=C2)C(F)(F)F)O